Ethyl [(5-bromo-3-{[(2S)-1,1,1-trifluorobutan-2-yl]carbamoyl}pyridin-2-yl)carbamothioyl]carbamate BrC=1C=C(C(=NC1)NC(=S)NC(OCC)=O)C(N[C@H](C(F)(F)F)CC)=O